C(CCCCCCCCCCCCC)[N+](=CCCCCCCCCCCCCC)[O-] N-Tetradecyl-α-tridecyl-nitrone